NC1=C(C=CC(=C1)C=1N=NN(N1)CC1=CC=C(C=C1)C=1OC(=NN1)C(F)F)O 2-amino-4-[2-[[4-[5-(difluoromethyl)-1,3,4-oxadiazol-2-yl]phenyl]methyl]tetrazol-5-yl]phenol